NC=1N=NC(=CC1N1CCN(CC1)C(C)=O)C1=C(C=CC=C1)O 1-(4-(3-amino-6-(2-hydroxyphenyl)pyridazin-4-yl)piperazin-1-yl)ethan-1-one